(E)-O-Ethyl S-styryl carbonodithioate C(OCC)(=S)SC=CC1=CC=CC=C1